pyridino[2,3-d]pyrimidine N1=CN=CC2=C1N=CC=C2